(2S,4R)-4-hydroxy-N-methyl-1-(3-methyl-2-(4-(thiazol-2-yl)-1H-1,2,3-triazol-1-yl)butanoyl)pyrrolidine-2-carboxamide O[C@@H]1C[C@H](N(C1)C(C(C(C)C)N1N=NC(=C1)C=1SC=CN1)=O)C(=O)NC